N-[4-[(6,7-dimethoxy-1,5-naphthyridin-4-yl)oxy]phenyl]-1-(4-fluorophenyl)-2-oxopyridine-3-carboxamide COC=1N=C2C(=CC=NC2=CC1OC)OC1=CC=C(C=C1)NC(=O)C=1C(N(C=CC1)C1=CC=C(C=C1)F)=O